C1C(CCCC1)OS(=O)(=O)O.ClC1=CC(=C(C=C1)C)OCC=C 4-chloro-1-methyl-2-(prop-2-en-1-yloxy)benzene 2-cyclohexyl-sulfate